OCCC(C)(C1=CC(=CC=C1)C(F)(F)F)NS(=O)C(C)(C)C N-(4-hydroxy-2-(3-(trifluoromethyl)phenyl)butan-2-yl)-2-methylpropan-2-sulfinamide